6-hydroxy-2-((tetrahydro-2H-pyran-4-yl)methyl)-3,4-dihydroisoquinolin-1(2H)-one OC=1C=C2CCN(C(C2=CC1)=O)CC1CCOCC1